O=C(CC(=O)SCCNC(CCNC([C@@H](C(COP(OP(OC[C@@H]1[C@H]([C@H]([C@@H](O1)N1C=NC=2C(N)=NC=NC12)O)OP(=O)(O)O)(=O)O)(=O)O)(C)C)O)=O)=O)CCC 3-oxohexanoyl-coenzyme a